O=C1NC(CCC1N1C(C2=CC(=C(C=C2C1)N1CCC(CC1)CN1CCN(CC1)C(=O)OC(C)(C)C)F)=O)=O tert-butyl 4-[[1-[2-(2,6-dioxo-3-piperidyl)-6-fluoro-1-oxo-isoindolin-5-yl]-4-piperidyl]methyl]piperazine-1-carboxylate